[Ti].COC(C1=C(C(=C(C1C)C)C)C)(OC)OC trimethoxy(pentamethylcyclopentadiene) titanium